5-[4-[2-(4-Morpholinyl)ethoxy]phenyl]-N-(phenylmethyl)-2-pyridineacetamide N1(CCOCC1)CCOC1=CC=C(C=C1)C=1C=CC(=NC1)CC(=O)NCC1=CC=CC=C1